2-(4-(methoxy-d3)phenyl)-4,4,5,5-tetramethyl-1,3,2-dioxaborolane C(OC1=CC=C(C=C1)B1OC(C(O1)(C)C)(C)C)([2H])([2H])[2H]